BrC1=NC=NN1C 5-bromo-1-methyl-1H-1,2,4-triazole